ethyl ((1R,5S)-3-(7-(3-hydroxynaphthalen-1-yl)-2-((tetrahydro-1H-pyrrolizin-7a(5H)-yl)methoxy)quinazolin-4-yl)-3,8-diazabicyclo[3.2.1]octane-8-carbonyl)glycinate OC=1C=C(C2=CC=CC=C2C1)C1=CC=C2C(=NC(=NC2=C1)OCC12CCCN2CCC1)N1C[C@H]2CC[C@@H](C1)N2C(=O)NCC(=O)OCC